[C@H]12CN(C[C@H](CC1)N2)C=2C1=C(N=C(N2)OC[C@]23CCCN3C[C@@H](C2)F)C(=C(N=C1)C1=C(C=C(C(=C1)C(F)(F)F)Cl)O)F 4-((1R,5S)-3,8-diazabicyclo[3.2.1]octan-3-yl)-8-fluoro-2-(((2R,7aS)-2-fluorohexahydro-1H-pyrrolizin-7a-yl)methoxy)pyrido[4,3-d]pyrimidin-7-yl-5-chloro-4-(trifluoromethyl)phenol